Methyl 10-fluoro-5,6-dihydropyrrolo[2,1-a]isoquinoline-8-carboxylate FC=1C=C(C=C2CCN3C(C12)=CC=C3)C(=O)OC